(Z)-N'-(1-((1R,2R,4R,5R)-4-(hydroxymethyl)-3,6-dioxabicyclo[3.1.0]hexan-2-yl)-2-oxo-1,2,3,4-tetrahydropyrimidin-4-yl)-N,N-dimethylformimidamide OC[C@H]1O[C@H]([C@@H]2O[C@H]12)N1C(NC(C=C1)\N=C/N(C)C)=O